C(CC1=C(C(=CC(=C1)C)CCCCCCCCC)O)C1=C(C(=CC(=C1)C)CCCCCCCCC)O ethylenebis(4-methyl-6-nonylphenol)